(3S,5R)-3,5-dimethylpiperidin C[C@@H]1CNC[C@@H](C1)C